C1=C(C=CC=2CCCCC12)S(=O)(=O)N1CCC(CC1)C(=O)N 1-[(5,6,7,8-tetrahydro-2-naphthyl)sulfonyl]-4-piperidinecarboxamide